(S)-4-phenyloxazolidine-2-thione C1(=CC=CC=C1)[C@@H]1NC(OC1)=S